2,2'-biphenyldioleate C=1(C(=CC=CC1)CCCCCCCC\C=C/CCCCCCCC(=O)[O-])C=1C(=CC=CC1)CCCCCCCC\C=C/CCCCCCCC(=O)[O-]